N-(cyclopropylmethyl)-4-[2-fluoro-5-[[1-methyl-6-oxo-4-(trifluoromethyl)pyridine-3-carbonyl]amino]-4-[(3R,5S)-3,4,5-trimethylpiperazin-1-yl]phenyl]-N-methyl-1,3-thiazole-2-carboxamide C1(CC1)CN(C(=O)C=1SC=C(N1)C1=C(C=C(C(=C1)NC(=O)C1=CN(C(C=C1C(F)(F)F)=O)C)N1C[C@H](N([C@H](C1)C)C)C)F)C